C(CSSCCN)N.Cl.Cl 2,2'-diaminodiethyl disulfide dihydrochloride